calcium triazole N1N=NC=C1.[Ca]